S1N=C(C=C1)CC(=O)O 2-(isothiazol-3-yl)acetic acid